(R)-4-(2-(methoxymethoxy)-4-(trifluoromethyl)phenyl)-N-(piperidin-3-yl)pyrazolo[1,5-d][1,2,4]triazin-7-amine COCOC1=C(C=CC(=C1)C(F)(F)F)C=1C=2N(C(=NN1)N[C@H]1CNCCC1)N=CC2